[4-[[3-(2,3-difluoro-4-methoxyphenyl)imidazo[1,2-a]pyrazin-8-yl]amino]-2-methylphenyl]-[4-(4-fluoropiperidine-4-carbonyl)piperazin-1-yl]methanone FC1=C(C=CC(=C1F)OC)C1=CN=C2N1C=CN=C2NC2=CC(=C(C=C2)C(=O)N2CCN(CC2)C(=O)C2(CCNCC2)F)C